3-[(3-{[(tert-butoxy)carbonyl]amino}-2-fluorophenyl)methyl]-2-oxo-2,3-dihydrospiro[1,3-benzoxazine-4,3'-oxetan]-7-yl N,N-dimethylcarbamate CN(C(OC1=CC2=C(C=C1)C1(COC1)N(C(O2)=O)CC2=C(C(=CC=C2)NC(=O)OC(C)(C)C)F)=O)C